COCCOC[N+]1(CCCC1)C 1-(2-methoxyethoxymethyl)-1-methylpyrrolidinium